(R)-2-((1-(3,7-dimethyl-2-(1-methyl-1,2,3,6-tetrahydropyridin-4-yl)-4-oxo-4H-pyrido[1,2-a]pyrimidin-9-yl)ethyl)amino)benzoic acid CC1=C(N=C2N(C1=O)C=C(C=C2[C@@H](C)NC2=C(C(=O)O)C=CC=C2)C)C=2CCN(CC2)C